BrC=1C=CC=2C3(C4=CC=C(C=C4OC2C1)Br)OC(C1=CC=CC=C13)=O 3',6'-Dibromo-3H-spiro[isobenzofuran-1,9'-xanthen]-3-one